FC(=C)C1=CC=CC(=N1)C1=NC=2C=CC3=C(C2C=C1)C1=C(S3)C(N[C@@H](CN1)C)=O (R)-3-(6-(1-fluorovinyl)pyridin-2-yl)-10-methyl-9,10,11,12-tetrahydro-8H-[1,4]diazepino[5',6':4,5]thieno[3,2-f]quinolin-8-one